OC(C(=O)[O-])C(C(C)C)O 2,3-dihydroxy-4-methylpentanoate